1-[(6,6-Dimethyl-5-oxo-morpholin-2-yl)methyl]-4-methyl-5-[[2-[6-(2,2,2-trifluoroethyl)quinazolin-4-yl]-2,7-diazaspiro[3.5]nonan-7-yl]methyl]indole-2-carbonitrile CC1(OC(CNC1=O)CN1C(=CC2=C(C(=CC=C12)CN1CCC2(CN(C2)C2=NC=NC3=CC=C(C=C23)CC(F)(F)F)CC1)C)C#N)C